C(C1=CC=CC=C1)NC(C(C1=CC=CC=C1)N(C(C#C)=O)C=1C=C2C=CN(C2=CC1)C)=O N-[2-(benzylamino)-2-oxo-1-phenylethyl]-N-(1-methylindol-5-yl)prop-2-ynamide